3-butyl-8-(hydroxymethyl)-7-methoxy-2-methyl-5-phenyl-2,3,4,5-tetrahydro-1,2,5-benzothiadiazepine 1,1-dioxide C(CCC)C1N(S(C2=C(N(C1)C1=CC=CC=C1)C=C(C(=C2)CO)OC)(=O)=O)C